FC=1C=C(C=C(C1C)C(F)(F)F)NC(N(C1CC2(CN(C2)C(=O)C2=C3N(N=C2)C=CN3C)C1)C)=O 3-(3-fluoro-4-methyl-5-(trifluoromethyl)phenyl)-1-methyl-1-(2-(1-methyl-1H-imidazo[1,2-b]pyrazole-7-carbonyl)-2-azaspiro[3.3]heptan-6-yl)urea